Tetraphenyl-ethylene glycol C1(=CC=CC=C1)C(C(C1=CC=CC=C1)(C1=CC=CC=C1)O)(C1=CC=CC=C1)O